5-amino-1-isopropyl-N3-(5-(2-(4-methoxyphenyl)acetylamino)pyridin-3-yl)-1H-pyrazole-3,4-dicarboxamide NC1=C(C(=NN1C(C)C)C(=O)NC=1C=NC=C(C1)NC(CC1=CC=C(C=C1)OC)=O)C(=O)N